hexyl N6-(2-((S)-4-(4-chlorophenyl)-2,3,9-trimethyl-6H-thieno[3,2-f][1,2,4]triazolo[4,3-a][1,4]diazepin-6-yl)acetyl)lysinate ClC1=CC=C(C=C1)C1=N[C@H](C=2N(C3=C1C(=C(S3)C)C)C(=NN2)C)CC(=O)NCCCC[C@H](N)C(=O)OCCCCCC